[1-(4-phenylsulfonylbenzoyl) heptenylidene amino] benzoate C(C1=CC=CC=C1)(=O)ON=C(C=CC(C1=CC=C(C=C1)S(=O)(=O)C1=CC=CC=C1)=O)CCCC